FC1(CN(C1)C/C=C/C(=O)NC1=C2CN(CC2=CC=C1)C(C1=C(C=C(C(=C1)C)O)O)=O)F (E)-4-(3,3-Difluoroazetidin-1-yl)-N-(2-(2,4-dihydroxy-5-methylbenzoyl)isoindolin-4-yl)but-2-enamide